2-dodecyl-sodium CC(CCCCCCCCCC)[Na]